imidazoliumtrithiate N1C(=[N+](C(=C1)C([O-])=S)C([O-])=S)C([O-])=S